C(C=C)(=O)O.C(C=C)(=O)O.C(C=C)(=O)O.COC1=CC(=CC=C1O)\C=C\C(=O)CC(=O)\C=C\C1=CC=C(O)C(OC)=C1 curcumin triacrylate